IC=1C=C(C=CC1)C(C=O)(CCCOC(C)(C=C)C)C 2-(3-iodophenyl)-2-methyl-5-((2-methylbut-3-en-2-yl)oxy)pentanal